NC1=CC(=C(C=C1)C(=O)N1C[C@H](N(CC1)C)C)C (R)-(4-amino-2-methylphenyl)(3,4-dimethylpiperazine-1-yl)methanone